4-[2-(4-chloro-o-tolyloxy)acetamido]phenylsulfonylcarbamic acid methyl ester COC(NS(=O)(=O)C1=CC=C(C=C1)NC(COC1=C(C=CC(=C1)Cl)C)=O)=O